4-(5-cyclopropyl-1H-pyrazol-3-yl)-N2-methyl-N2-[3-(methylamino)propyl]pyrimidine-2,4-diamine C1(CC1)C1=CC(=NN1)C1(NC(=NC=C1)N(CCCNC)C)N